6-[3,5-Dimethyl-1-[1-(oxetan-3-yl)-4-piperidyl]pyrazol-4-yl]-4-[1-[5-(trifluoromethyl)-3-pyridyl]ethoxy]pyrazolo[1,5-a]pyridine-3-carbonitrile CC1=NN(C(=C1C=1C=C(C=2N(C1)N=CC2C#N)OC(C)C=2C=NC=C(C2)C(F)(F)F)C)C2CCN(CC2)C2COC2